CCCC(O)O 3-Methyl-propanediol